CS(=O)(=O)OCC1CC2C(C2C1)NC(=O)OCC1=CC=CC=C1 (6-(((Benzyloxy)carbonyl)amino)bicyclo[3.1.0]hexan-3-yl)methyl methanesulfonate